N-(6-amino-5-methyl-3-pyridyl)-2-[(2R,5S)-5-methyl-2-[6-[Methyl-(1-methyl-4-piperidyl)amino]-3-pyridyl]-1-piperidyl]-2-oxo-acetamide NC1=C(C=C(C=N1)NC(C(=O)N1[C@H](CC[C@@H](C1)C)C=1C=NC(=CC1)N(C1CCN(CC1)C)C)=O)C